(R)-2-(4-((4-((1-(3-amino-5-(trifluoromethyl)phenyl)ethyl)amino)-2-chloroquinazolin-6-yl)amino)-2-methoxyphenyl)-N,N-dimethylacetamide NC=1C=C(C=C(C1)C(F)(F)F)[C@@H](C)NC1=NC(=NC2=CC=C(C=C12)NC1=CC(=C(C=C1)CC(=O)N(C)C)OC)Cl